(R)-N-(1,1-dioxido-2,3-dihydrothiophen-3-yl)-6-(naphthalen-2-yl)-2-oxo-1,2-dihydropyridine-3-carboxamide O=S1(C[C@@H](C=C1)NC(=O)C=1C(NC(=CC1)C1=CC2=CC=CC=C2C=C1)=O)=O